N-(3-methacryloyl-oxypropyl)-2-pyrrolidinone C(C(=C)C)(=O)OCCCN1C(CCC1)=O